C(#N)C=1C(=NC(=C(C1CC(F)(F)F)C#N)N1CCN(CCC1)CCO)SC(C(=O)N)C1=CC=CC=C1 2-((3,5-dicyano-6-(4-(2-hydroxyethyl)-1,4-diazepan-1-yl)-4-(2,2,2-trifluoroethyl)pyridin-2-yl)thio)-2-phenylacetamide